FC1(CN(CC[C@@H]1OCCO)C1=NC=CC(=N1)NC=1N=CC2=C(C=CC(=C2C1)C(C)C)N1[C@@H]([C@H](C1)CS(=O)(=O)C)C)F 2-{[(4S)-3,3-difluoro-1-[4-({8-[(2R,3S)-3-(methanesulfonyl-methyl)-2-methylazetidin-1-yl]-5-(propan-2-yl)isoquinolin-3-yl}amino)pyrimidin-2-yl]piperidin-4-yl]oxy}ethan-1-ol